ClC1=CC=C(C=C1)N1C(=O)N(C(=O)CC1=O)C1=CC=C(C=C1)Cl 1,3-bis(p-chlorophenyl)barbituric acid